OC[C@H](C1=CC=CC=C1)NC1=NC(=NC=C1C1=NC(=NO1)C)NC=1C=C2C(NC(C2=CC1)=O)(C)C (S)-5-((4-((2-hydroxy-1-phenylethyl)amino)-5-(3-methyl-1,2,4-oxadiazol-5-yl)pyrimidin-2-yl)amino)-3,3-dimethylisoindol-1-one